CC(CCCCCCCCC)C1OCC2N1C(OC2)C(C)CCCCCCCCC 3,5-di(undecane-2-yl)dihydro-1H,3H,5H-oxazolo[3,4-c]oxazole